2-{[4-({2-[(4-chloro-2-fluorophenoxy)methyl]pyrimidin-4-yl}(methyl)amino)piperidin-1-yl]methyl}-1-{[(2S)-oxetan-2-yl]methyl}-1H-1,3-benzodiazole-6-carboxylic acid ClC1=CC(=C(OCC2=NC=CC(=N2)N(C2CCN(CC2)CC2=NC3=C(N2C[C@H]2OCC2)C=C(C=C3)C(=O)O)C)C=C1)F